Ethyl (R)-4-((2-(5-(2-fluoro-3-methoxyphenyl)-3-(2-fluoro-6-(trifluoromethyl)benzyl)-4-methyl-2,6-dioxo-3,6-dihydropyrimidin-1(2H)-yl)-1-phenylethyl)amino)butanoate FC1=C(C=CC=C1OC)C1=C(N(C(N(C1=O)C[C@@H](C1=CC=CC=C1)NCCCC(=O)OCC)=O)CC1=C(C=CC=C1C(F)(F)F)F)C